COC(CCC1=CC(=CC=C1)C1=CN=CN1C)=O 3-[3-(1-methyl-1H-imidazol-5-yl)phenyl]propionic acid methyl ester